CN(NCC1=NC=C(C=C1)C=1SC(=CC1)C(F)(F)F)C(=O)C1CC1 N-methyl-N'-((5-(5-(trifluoromethyl)thiophen-2-yl)pyridin-2-yl)methyl)cyclopropanecarbohydrazide